(2E)-2-{[7-amino-4-(4-amino-3,5-dichlorophenyl)-1-oxo-2,3-dihydro-1H-isoindol-2-yl]methyl}-3-(1-methyl-1H-pyrazol-4-yl)prop-2-enamide NC=1C=CC(=C2CN(C(C12)=O)C/C(/C(=O)N)=C\C=1C=NN(C1)C)C1=CC(=C(C(=C1)Cl)N)Cl